ClC=1C(=NC=CC1)C(C#N)(CC)CC 2-(3-chloropyridin-2-yl)-2-ethylbutyronitrile